6-hydroxy-1-methyl-3-oxo-2-(2-oxo-2-(5-azaspiro[2.4]heptan-5-yl)ethyl)-3,8,9,10-tetrahydropyrano[3,2-f]chromene-5-carbaldehyde OC1=C(C2=C(C=3CCCOC13)C(=C(C(O2)=O)CC(N2CC1(CC1)CC2)=O)C)C=O